(2S,3R)-3-(1-Ethyl-4-methyl-1H-benzo[d][1,2,3]triazol-5-yl)-2-methyl-3-(4-methyl-3-((2-(piperidin-1-ylmethyl)-1H-imidazol-1-yl)methyl)phenyl)propanoic acid C(C)N1N=NC2=C1C=CC(=C2C)[C@H]([C@@H](C(=O)O)C)C2=CC(=C(C=C2)C)CN2C(=NC=C2)CN2CCCCC2